2-bromo-1-(2,4-difluorophenyl)ethan-1-one BrCC(=O)C1=C(C=C(C=C1)F)F